2-Cyano-3-ethyl-1-N-(3-(oxazol-5-yl)-1H-indazol-5-yl)isonicotinamide C(#N)C1C(=C(C(=O)N)C=CN1C=1C=C2C(=NNC2=CC1)C1=CN=CO1)CC